C(=O)(O)NCCCNCCCCNC(N)=N carboxylaminopropyl-agmatine